COC1=CC=C(CN(C2CC(N(CC2)C(=O)OC(C)(C)C)=O)CC2=CC=C(C=C2)OC)C=C1 tert-butyl 4-(bis(4-methoxybenzyl) amino)-2-oxopiperidine-1-carboxylate